C(#N)[C@H](C1=CC(=CC=C1)OC1=CC=CC=C1)OC(=O)[C@H]1C([C@H]1\C=C(\C(F)(F)F)/Cl)(C)C (S)-α-cyano-3-phenoxybenzyl-(Z)-(1R,3R)-3-(2-chloro-3,3,3-trifluoroprop-1-enyl)-2,2-dimethylcyclopropanecarboxylate